C(CCCCCC(C)C)OC(C=1C=C(C(=O)OCCCCC)C=CC1)=O isophthalic acid (n-pentyl) (isononyl) ester